methanesulfonic acid 2-{(5S)-3-[2-(1-{[3,5-bis(difluoromethyl)-1H-pyrazol-1-yl] acetyl} piperidin-4-yl)-1,3-thiazol-4-yl]-4,5-dihydro-1,2-oxazol-5-yl}-3-chlorophenyl ester FC(C1=NN(C(=C1)C(F)F)CC(=O)N1CCC(CC1)C=1SC=C(N1)C1=NO[C@@H](C1)C1=C(C=CC=C1Cl)OS(=O)(=O)C)F